FC1=C(CN2C(N(N=C2)C2=CC(=C(C=C2)OC2=CC(=NC=C2F)NC=2OCC(N2)(C)C)F)=O)C(=CC=C1)F 4-(2,6-difluorobenzyl)-2-(4-((2-((4,4-dimethyl-4,5-dihydrooxazol-2-yl)amino)-5-fluoropyridin-4-yl)oxy)-3-fluorophenyl)-2,4-dihydro-3H-1,2,4-triazol-3-one